OC1=C(C2=C(C(=CCO2)C)C=C1)C=C 7-hydroxy-4-methyl-8-vinyl-2H-benzopyran